tert-butyl (3RS,4RS)-3-((2-chloro-9-methyl-9H-purin-6-yl)-amino)-4-fluoropyrrolidine-1-carboxylate ClC1=NC(=C2N=CN(C2=N1)C)N[C@@H]1CN(C[C@H]1F)C(=O)OC(C)(C)C |r|